FC(OC=1C=C(C=CC1)S(=O)(=O)N1N=C2C(=C1)CNC2)F 2-[3-(difluoromethoxy)benzenesulfonyl]-2H,4H,5H,6H-pyrrolo[3,4-c]pyrazole